18-chloro-24,26-difluoro-19-methoxy-21,21-dioxo-11,14-dioxa-21λ6-thia-5,6,22-triazapentacyclo[21.3.1.116,20.02,10.04,8]octacosa-1(27),2(10),3,6,8,16(28),17,19,23,25-decaen-15-one ClC1=CC=2C(OCCOC=3C=C4C=NNC4=CC3C=3C(=CC(=C(NS(C(=C1OC)C2)(=O)=O)C3)F)F)=O